C(C=C)NCCC(=O)O 3-(PROP-2-EN-1-YLAMINO)PROPANOIC ACID